C(C)(C)(C)OC(=O)NC1CC2(C1)CCN(CC2)C[C@@H]2CC[C@H](CC2)NC(OCC2=CC=CC=C2)=O benzyl (trans-4-((2-((tert-butoxycarbonyl)amino)-7-azaspiro[3.5]nonan-7-yl)methyl)cyclohexyl)carbamate